NC1=NC=CC=C1C1=NC=2C(=NC=CC2)N1C1=CC=C(C=C1)CCC(=O)NC1=CC(=C(C=C1)C=O)O 3-(4-(2-(2-aminopyridin-3-yl)-3H-imidazo[4,5-b]pyridin-3-yl)phenyl)-N-(4-formyl-3-hydroxyphenyl)propanamide